C(C)(=O)O[C@H]1[C@H](O[C@H]([C@@H]([C@H]1OC(C)=O)NC(C)=O)OC1=CC=C(C=C1)[N+](=O)[O-])COC(C)=O (2R,3R,4R,5R,6S)-5-acetamido-2-(acetoxymethyl)-6-(4-nitrophenoxy)tetrahydro-2H-pyran-3,4-diyl Diacetate